succinamic acid sodium salt [Na+].C(CCC(=O)[NH-])(=O)[O-].[Na+]